2-chloro-3-(6-oxa-1-azaspiro[3.3]heptan-1-yl)benzoic acid ClC1=C(C(=O)O)C=CC=C1N1CCC12COC2